C1(=CC=CC=C1)N=NC1=C(C=O)C=CC(=C1)C=O 2-(phenyldiazenyl)terephthalaldehyde